4-(6-Fluoropyridin-2-yl)-2-[(3R)-3-methylmorpholin-4-yl]-8-(1H-pyrazol-5-yl)-1,7-naphthyridine FC1=CC=CC(=N1)C1=CC(=NC2=C(N=CC=C12)C1=CC=NN1)N1[C@@H](COCC1)C